FC1=C(C(=CC=C1NS(=O)(=O)C=1C(=NC=C(C1)C(F)(F)F)OC)F)C=1C=CC=2N(C1)C=NC2C(=O)OCC ethyl 6-[2,6-difluoro-3-[2-methoxy-5-(trifluoromethyl)pyridine-3-sulfonamido]phenyl]imidazo[1,5-a]pyridine-1-carboxylate